[tert-butyl(dimethyl)silyl]oxybenzaldehyde [Si](C)(C)(C(C)(C)C)OC1=C(C=O)C=CC=C1